C(#N)C[C@H]1N(C[C@H](C1(F)F)N(CC1=CC=C(C=C1)OC)S(=O)(=O)C)C(=O)OC(C)(C)C tert-Butyl (2R,4R)-2-(cyanomethyl)-3,3-difluoro-4-{(methanesulfonyl) [(4-methoxyphenyl)methyl]amino}pyrrolidine-1-carboxylate